FCCCN1CC(C1)NC=1C=NC(=CC1)[C@@H]1N([C@@H](CC2=C3C(=CC=C12)NN=C3)C)CC(F)(F)F N-(1-(3-fluoropropyl)azacyclobutane-3-yl)-6-((6R,8R)-8-methyl-7-(2,2,2-trifluoroethyl)-6,7,8,9-tetrahydro-3H-pyrazolo[4,3-f]isoquinolin-6-yl)pyridin-3-amine